C1(=CC=CC=C1)N1C(=NC2=CC=CC=C2C1=O)[C@H](C)NC1=C2N=CNC2=NC=N1 3-phenyl-2-[(1S)-1-(9H-purin-6-ylamino)ethyl]-4(3H)-quinazolinone